4-hydroxy-1,2,2,6,6-pentamethylpiperidine OC1CC(N(C(C1)(C)C)C)(C)C